FC=1C(=C(C=CC1F)NC(=O)C=1C(=CC=2N(C1)C=C(N2)C2CCOCC2)OC)C N-(3,4-difluoro-2-methylphenyl)-7-methoxy-2-(tetrahydro-2H-pyran-4-yl)imidazo[1,2-a]pyridine-6-carboxamide